FC(N1N=CC=C1C(=O)O)(F)F 1-(trifluoromethyl)-1H-pyrazole-5-carboxylic acid